NC=1C2=C(N(N1)C(=O)OCC)C(N(C2)C(=O)OC(C)(C)C)(C)C 5-(tert-Butyl) 1-ethyl 3-amino-6,6-dimethyl-4,6-dihydropyrrolo[3,4-c]pyrazole-1,5-dicarboxylate